C(C)N(C(C1=CC(=CC=C1)F)=O)CC N,N-diethyl-3-fluorobenzamide